tert-butyl 2-(4-(methoxycarbonyl)phenyl)piperazine-1-carboxylate COC(=O)C1=CC=C(C=C1)C1N(CCNC1)C(=O)OC(C)(C)C